5-(4-(2-isopropoxycetyl)piperazin-1-yl)-N-methyl-7-(trifluoromethyl)thieno[3,2-b]pyridine-3-carboxamide C(C)(C)OC(CN1CCN(CC1)C1=CC(=C2C(=N1)C(=CS2)C(=O)NC)C(F)(F)F)CCCCCCCCCCCCCC